2,4-Dinitroethylbenzene C1=CC(=CC=C1CC[N+](=O)[O-])[N+](=O)[O-]